tert-butyl 3-(6-(6-(4-(tert-butoxycarbonyl)piperazin-1-yl)pyridin-3-yl)benzo[d]thiazol-2-yl)-2-(piperazin-1-yl)-4,7-dihydrothieno[2,3-c]pyridine-6(5H)carboxylate C(C)(C)(C)OC(=O)N1CCN(CC1)C1=CC=C(C=N1)C1=CC2=C(N=C(S2)C2=C(SC=3CN(CCC32)C(=O)OC(C)(C)C)N3CCNCC3)C=C1